8-((2-chlorothiazol-5-yl)methyl)-3-(3,4-dichlorophenyl)pyrido[2,3-d]pyrimidine-2,4(3H,8H)-dione ClC=1SC(=CN1)CN1C=CC=C2C1=NC(N(C2=O)C2=CC(=C(C=C2)Cl)Cl)=O